hydroxybutyl-1,3-benzenediol OCCCCC1=C(C=CC=C1O)O